(5-bromo-2-nitro-3-pyridyl)hydrazine BrC=1C=C(C(=NC1)[N+](=O)[O-])NN